N6-(2-Isopentenyl)adenosine CC(=CCNC1=C2C(=NC=N1)N(C=N2)[C@H]3[C@@H]([C@@H]([C@H](O3)CO)O)O)C